bispropenyl carbonate C(OC=CC)(OC=CC)=O